4-((3,8-dimethyl-2,3-dihydro-1H-pyrido[2,3-b][1,4]oxazin-7-yl)amino)-N-(4-(4-(2-methoxyethyl)piperazin-1-yl)phenyl)-2-oxo-1,2-dihydropyridine-3-carboxamide CC1CNC2=C(O1)N=CC(=C2C)NC2=C(C(NC=C2)=O)C(=O)NC2=CC=C(C=C2)N2CCN(CC2)CCOC